(2S)-N-[(1S)-1-(2-Amino-2-oxo-ethyl)-3-thiazol-2-yl-prop-2-ynyl]-1-[1-[4-(trifluoromethoxy)phenyl]cyclopropanecarbonyl]pyrrolidine-2-carboxamide NC(C[C@@H](C#CC=1SC=CN1)NC(=O)[C@H]1N(CCC1)C(=O)C1(CC1)C1=CC=C(C=C1)OC(F)(F)F)=O